2-(4-cyclopropyl-6-methoxypyrimidin-5-yl)-N-(1-(4-(1-isopropyl-4-(trifluoro-methyl)-1H-imidazol-2-yl)phenyl)ethyl)-7H-purin-6-amine C1(CC1)C1=NC=NC(=C1C1=NC(=C2NC=NC2=N1)NC(C)C1=CC=C(C=C1)C=1N(C=C(N1)C(F)(F)F)C(C)C)OC